FC1=C(C=C(C(=C1)C1=NC(=C(C=C1)F)OCC=1SC(=CN1)C(F)(F)F)F)CC=1N(C2=C(N1)C(=CC(=C2)C(=O)OC)F)[C@@H]2COCC2(C)C methyl 2-[[2,5-difluoro-4-[5-fluoro-6-[[5-(trifluoromethyl)thiazol-2-yl]methoxy]-2-pyridyl]phenyl]methyl]-3-[(3S)-4,4-dimethyltetrahydrofuran-3-yl]-7-fluoro-benzimidazole-5-carboxylate